((1r,4r)-4-(trifluoromethyl)cyclohexyl)acetamide FC(C1CCC(CC1)CC(=O)N)(F)F